C(=S)[S-].[K+] potassium dithiocarboxylate